C(C)C1=C(N=C2C(=N1)C(=NC=C2C=2C=NN(C2)C2CCNCC2)N)N[C@@H]2COCC2 (S)-3-ethyl-8-(1-(piperidin-4-yl)-1H-pyrazol-4-yl)-N2-(tetrahydrofuran-3-yl)pyrido[3,4-b]pyrazine-2,5-diamine